dihydroxy-1,1'-binaphthol OC=1C(=C(C(=C2C=CC=CC12)C1=CC=CC2=CC=CC=C12)O)O